oxetan-3-yl 1-[3-({6-[(3-{[(tert-butyldimethylsilyl)oxy]methyl}-6-(5-chloro-2-fluorophenyl)pyridazin-4-yl)amino]pyrimidin-4-yl}carbamoyl)cyclobutyl]piperidine-4-carboxylate [Si](C)(C)(C(C)(C)C)OCC=1N=NC(=CC1NC1=CC(=NC=N1)NC(=O)C1CC(C1)N1CCC(CC1)C(=O)OC1COC1)C1=C(C=CC(=C1)Cl)F